N5,N6-bis(3,5-bis(trifluoromethyl)phenyl)-1-methyl-2-(trifluoromethyl)-imidazo[4,5-b]pyrazine-5,6-diamine FC(C=1C=C(C=C(C1)C(F)(F)F)NC=1N=C2C(=NC1NC1=CC(=CC(=C1)C(F)(F)F)C(F)(F)F)N(C(=N2)C(F)(F)F)C)(F)F